ClC=1C(=C(C=CC1)NC1=NC=NC2=CC(=C(C=C12)NC(=O)N1[C@@H](CNCC1)C)OC)F 4-{[4-((3-chloro-2-fluorophenyl)amino)-7-methoxyquinazolin-6-yl]carbamoyl}-(R)-3-methylpiperazine